3-[[1-[3-[(1R)-1-(2,2-difluoro-1,3-benzodioxol-5-yl)ethoxy]phenyl]-3-(trifluoromethyl)-4,5,6,7-tetrahydroindazol-7-yl]oxy]bicyclo[1.1.1]pentane-1-carboxylic acid FC1(OC2=C(O1)C=CC(=C2)[C@@H](C)OC=2C=C(C=CC2)N2N=C(C=1CCCC(C21)OC21CC(C2)(C1)C(=O)O)C(F)(F)F)F